CN(CCN)C N,N-dimethyl-1,2-ethanediamine